[SH5]C(=O)[SH5] lambda6-sulfanyl ketone